O1C(SC2=C1C=CC=C2)CC(=O)C2=CC(=CC=C2)OC 2-(benzo(d)[1,3]oxathiol-2-yl)-1-(3-methoxyphenyl)ethan-1-one